BrC1=CC=C(C=C1)C1=C2C(=NN(C1=O)C1=CC3=CN(N=C3C=C1)C)C=CC(=N2)OC(C)C 4-(4-bromophenyl)-6-isopropoxy-2-(2-methyl-2H-indazol-5-yl)pyrido[3,2-c]pyridazin-3(2H)-one